2,3-Trans-Diphenylcyclopropyldicyclohexylphosphine C1(=CC=CC=C1)C1C(C1C1=CC=CC=C1)P(C1CCCCC1)C1CCCCC1